FC1=CC=C(C=CC2=C(C=CC=C2)N=C=O)C=C1 2-(4-fluorostyryl)isocyanatobenzene